ClC1=C(C(=CC(=C1)C#N)Cl)NC=1N(C2=NC(=NC=C2N1)NC[C@H]1[C@@H](CCCC1)O)C1CCC(CC1)C(=O)N (1R,4s)-4-(8-(2,6-dichloro-4-cyanophenylamino)-2-(((1S,2R)-2-hydroxycyclohexyl)methylamino)-9H-purin-9-yl)cyclohexanecarboxamide